FC(CNC(=O)[C@@H]1CN(CCC1)C(=O)OC(C)(C)C)F tert-butyl (S)-3-((2,2-difluoroethyl)carbamoyl)piperidine-1-carboxylate